5-(methoxymethoxy)-1-benzofuran COCOC=1C=CC2=C(C=CO2)C1